(Z)-ethyl 6-(N'-ethoxycarbamimidoyl)-2-(4-Methyl-5-oxo-1-phenyl-4,5-dihydro-1H-1,2,4-triazol-3-yl)nicotinate C(C)O\N=C(/N)\C1=NC(=C(C(=O)OCC)C=C1)C1=NN(C(N1C)=O)C1=CC=CC=C1